[Cl-].[Cl-].C(C)(C)C=1C(C2=CC(=CC(=C2C1)C1=CC=C(C=C1)C(C)(C)C)C)[Zr+2]C1C(=CC2=C(C=C(C=C12)C)C1=CC=CC=C1)C (2-isopropyl-6-methyl-4-(p-tert-butyl-phenyl)indenyl)(2,6-dimethyl-4-phenyl-indenyl)-zirconium dichloride